C1(CC1)OC1=CC2=C(CN(CCC2)C2=CC(=C(C(=C2)C)NC(CC(C)(C)C)=O)C)C=C1F N-(4-(7-cyclopropoxy-8-fluoro-1,3,4,5-tetrahydro-2H-benzo[c]azepine-2-yl)-2,6-dimethyl-phenyl)-3,3-dimethylbutyramide